NC(CNC(=O)C1=NC(=CN=C1)C1=CC=2C(=C(N=CC2)Cl)N1)(C)C N-(2-amino-2-methylpropyl)-6-(7-chloro-1H-pyrrolo[2,3-c]pyridin-2-yl)pyrazine-2-carboxamide